C(CCCCCCCCC)N(C(CCCCCCCNCC1CC(C1)O)=O)CCCCCCCCCC N,N-didecyl-8-((((1S,3S)-3-hydroxycyclobutyl)methyl)amino)octanamide